C(C)(=O)N1CCC(CC1)NC1=CC(=NC(=N1)C)C(=O)O 6-((1-acetylpiperidin-4-yl)amino)-2-methylpyrimidine-4-carboxylic acid